C(C)OC(CC(=O)NC1=C(C(=NN1)C(=O)OCC)C)=O ethyl 5-(3-ethoxy-3-oxopropanamido)-4-methyl-1H-pyrazole-3-carboxylate